[Na+].[Na+].[Na+].N(=O)C1=C2C=CC(=CC2=CC=C1[O-])S(=O)(=O)[O-] 5-nitroso-6-oxidonaphthalene-2-sulfonate trisodium